CC1=CC=C(C=C1)S(=O)(=O)OC[C@H]1OCCOC1 (S)-(1,4-dioxan-2-yl)methyl 4-methylbenzenesulfonate